(R)-1-(4-(6-CHLOROPYRIDAZIN-3-YL)-2-METHYLPIPERAZIN-1-YL)-2-(4-CYCLOPROPYL-3-FLUOROPHENYL)ETHAN-1-ONE ClC1=CC=C(N=N1)N1C[C@H](N(CC1)C(CC1=CC(=C(C=C1)C1CC1)F)=O)C